OC1C[C@H]2C([C@H]2C1)C=1C(=NC(=CC1C(=O)N)C(C1=CC=CC=C1)OC)C(=O)NC ((1R,3s,5S,6r)-3-hydroxybicyclo[3.1.0]Hex-6-yl)-6-(methoxy(phenyl)methyl)-N2-methylpyridine-2,4-dicarboxamide